5-(difluoromethoxy)-6-(1-methyl-1H-benzo[d]imidazol-4-yl)-3-((6'-methyl-2,3,5,6,6',7'-hexahydrospiro[pyran-4,5'-pyrrolo[3,4-b]pyridin]-2'-yl)amino)picolinonitrile FC(OC=1C=C(C(=NC1C1=CC=CC=2N(C=NC21)C)C#N)NC2=CC=C1C(=N2)CN(C12CCOCC2)C)F